2-(2,6-dioxo-3-piperidyl)-5-[4-[4-[(2S)-2-methylpiperazin-1-yl]butyl]piperazin-1-yl]isoindoline-1,3-dione O=C1NC(CCC1N1C(C2=CC=C(C=C2C1=O)N1CCN(CC1)CCCCN1[C@H](CNCC1)C)=O)=O